(E)-N'-(3,5-dimethoxybenzylidene)-2-(4-methoxyphenyl)oxazole-5-carbohydrazide COC=1C=C(\C=N\NC(=O)C2=CN=C(O2)C2=CC=C(C=C2)OC)C=C(C1)OC